5-amino-6-(5-methyl-1H-indazol-4-yl)-2-(tributylstannyl)pyrimidine-4-carboxamide NC=1C(=NC(=NC1C1=C2C=NNC2=CC=C1C)[Sn](CCCC)(CCCC)CCCC)C(=O)N